(2,5-dimethoxyphenyl)-3-hydroxy-2-methylpropanamide COC1=C(C=C(C=C1)OC)C(C(=O)N)(CO)C